CN1CC(CCCC1)C1=CC(=C(C(=O)NC2=CC(=C(C=C2)C)NC2=NC=CC(=N2)C2=NC=CN=C2)C=C1)C(F)(F)F 4-(1-Methyl-azepan-3-yl)-N-[4-methyl-3-(4-pyrazin-2-yl-pyrimidin-2-ylamino)-phenyl]-2-trifluoromethyl-benzamide